4,4'-bis[N-(1-naphthyl)-N-phenyl-amino]-biphenyl C1(=CC=CC2=CC=CC=C12)N(C1=CC=CC=C1)C1=CC=C(C=C1)C1=CC=C(C=C1)N(C1=CC=CC2=CC=CC=C12)C1=CC=CC=C1